N-((2-methoxyethyl)(oxo)(pyridin-2-yl)-λ6-sulfanylidene)-1-(4-(5-(trifluoromethyl)-1,2,4-oxadiazol-3-yl)phenyl)-1H-pyrrole-3-carboxamide COCCS(=NC(=O)C1=CN(C=C1)C1=CC=C(C=C1)C1=NOC(=N1)C(F)(F)F)(C1=NC=CC=C1)=O